F.C(O)CN ethanolamine hydrofluoride salt